tert-Butyl 4-(4-(2,6-bis(benzyloxy)pyridin-3-yl)-3,5-difluoro-2-methylphenyl)piperazine-1-carboxylate C(C1=CC=CC=C1)OC1=NC(=CC=C1C1=C(C(=C(C=C1F)N1CCN(CC1)C(=O)OC(C)(C)C)C)F)OCC1=CC=CC=C1